N,N'-Bis(2,6-difluorophenyl)benzidine FC1=C(C(=CC=C1)F)NC1=CC=C(C=C1)C1=CC=C(NC2=C(C=CC=C2F)F)C=C1